NC1=NC=CC(=C1Cl)C(=C)C1=NNC2=NC(=CN=C21)N2CCC1(CC2)[C@@H](C2=CC=CC=C2C1)N (S)-1'-(3-(1-(2-amino-3-chloropyridin-4-yl)vinyl)-1H-pyrazolo[3,4-b]pyrazin-6-yl)-1,3-dihydrospiro[indene-2,4'-piperidine]-1-amine